O[C@@H]1C[C@H](N(C1)C([C@H](C(C)(C)C)N1N=NC(=C1)C1=CC=C(C=C1)CO)=O)C(=O)NC (2S,4R)-4-hydroxy-1-[(2S)-2-[4-[4-(hydroxymethyl)phenyl]triazol-1-yl]-3,3-dimethyl-butanoyl]-N-methyl-pyrrolidine-2-carboxamide